BrC=1N=C(C=2N(C1)N=CN2)C2=CC=C(C=C2)C(F)(F)F 6-bromo-8-(4-(trifluoromethyl)phenyl)-[1,2,4]triazolo[1,5-a]pyrazine